5-[(3R,4R)-3,4-difluoropyrrolidin-1-yl]pentanoic acid F[C@@H]1CN(C[C@H]1F)CCCCC(=O)O